FC=1C=2N(C=C(C1)C=1N=C3N(C(C1)=O)N=C(S3)N3CCN(CC3)C)C=C(N2)C 7-(8-fluoro-2-methylimidazo[1,2-a]pyridin-6-yl)-2-(4-methylpiperazin-1-yl)-5H-[1,3,4]thiadiazolo[3,2-a]pyrimidin-5-one